1-(5-(4-(1-(5-((1r,3r)-3-aminocyclobutyloxy)pyridin-2-yl)ethyl)phenoxy)pyrimidin-2-yl)ethane-1-ol NC1CC(C1)OC=1C=CC(=NC1)C(C)C1=CC=C(OC=2C=NC(=NC2)C(C)O)C=C1